4-amino-3-((3,5-dimethoxyphenyl)ethynyl)-1H-pyrrolo[3,2-c]pyridine-7-carbonitrile NC1=NC=C(C2=C1C(=CN2)C#CC2=CC(=CC(=C2)OC)OC)C#N